C1=CC=C2C=C3C4=CC=CC=C4C5C(C3=CC2=C1)O5 The molecule is an arene epoxide that is tetraphene which has undergone 1,2 addition of an oxygen atom to the double bond at the 5-6 position. It has a role as a mutagen. It is an arene epoxide and an organic heteropentacyclic compound. It derives from a hydride of a tetraphene.